NC=1C=C(C=CC1C)C1=NC=C(C=N1)COC=1C=CC(=C(C(=O)OC)C1)O Methyl 5-((2-(3-amino-4-methylphenyl)pyrimidin-5-yl)methoxy)-2-hydroxybenzoate